NC1=NC(=C(C=2N1N=C(N2)CC2=NC=CC=C2F)C=2C=CC(N(C2)C)=O)C2=CC(=CC=C2)OC 5-(5-amino-2-((3-fluoropyridin-2-yl)methyl)-7-(3-methoxyphenyl)-[1,2,4]triazolo[1,5-c]pyrimidin-8-yl)-1-methylpyridin-2(1H)-one